6-(benzyloxy)-N-ethyl-N-methylpyridin-2-amine C(C1=CC=CC=C1)OC1=CC=CC(=N1)N(C)CC